CN1C(C2=C(C3(C1)CC3)SC(=C2)C2=NC(=NC=C2C(F)(F)F)NC2CCN(CC2)S(=O)(=O)C)=O 5'-Methyl-2'-(2-((1-(methylsulfonyl)piperidin-4-yl)amino)-5-(trifluoromethyl)pyrimidin-4-yl)-5',6'-dihydro-4'H-spiro[cyclopropane-1,7'-thieno[3,2-c]pyridin]-4'-one